N1(NCC2C1=CC=CN2)N2C(NC=C2)=O TETRAHYDROPYRAZOLO-PYRIDINYL-DIHYDROIMIDAZOLONE